5-(1-methyl-3-(1-(oxetan-3-yl)piperidin-4-yl)-2-oxo-2,3-dihydro-1H-benzo[d]imidazol-5-yl)benzamide ethyl-2-methyl-3-((2,2,3-trimethylcyclopentyl)methyl)cyclopropane-1-carboxylate C(C)OC(=O)C1C(C1CC1C(C(CC1)C)(C)C)C.CN1C(N(C2=C1C=CC(=C2)C=2C=CC=C(C(=O)N)C2)C2CCN(CC2)C2COC2)=O